FC(C=1C=CC(=C(C1)NC(=O)N1C[C@@](CC1)(C1=NC=NS1)C1=CC(=C(C=C1)C)F)C(NCCOCCOCCOC)=O)F (S)-N-(5-(difluoromethyl)-2-((2-(2-(2-methoxyethoxy)ethoxy)ethyl)carbamoyl)phenyl)-3-(3-fluoro-4-methylphenyl)-3-(1,2,4-thiadiazol-5-yl)pyrrolidine-1-carboxamide